N-(4-amino-5-cyano-6-ethoxy-2-pyridinyl)-2,5-dimethoxyphenylacetamide NC1=CC(=NC(=C1C#N)OCC)NC(CC1=C(C=CC(=C1)OC)OC)=O